[Sn].[Mg].[Na] sodium-magnesium-tin